N-[3-(5-chloro-1,3-benzoxazol-2-yl)-3-azaspiro[5.5]undecan-9-yl]-3-methyl-1,1-dioxo-thiolane-3-carboxamide ClC=1C=CC2=C(N=C(O2)N2CCC3(CC2)CCC(CC3)NC(=O)C3(CS(CC3)(=O)=O)C)C1